OC=1C=C2CCN(C(C2=CC1)=O)C=1C=NC=CC1 6-hydroxy-2-(pyridin-3-yl)-3,4-dihydroisoquinolin-1(2H)-one